tert-butyl N-[3-[3-(4-chlorophenyl)-1,2,4-thiadiazol-5-yl]-1-bicyclo[1.1.1]pentanyl]carbamate ClC1=CC=C(C=C1)C1=NSC(=N1)C12CC(C1)(C2)NC(OC(C)(C)C)=O